7-bromo-1-methyl-5-[(4-phenyl-1-piperidyl)sulfonyl]benzimidazole BrC1=CC(=CC2=C1N(C=N2)C)S(=O)(=O)N2CCC(CC2)C2=CC=CC=C2